N-((5-(5-(difluoromethyl)-1,3,4-oxadiazol-2-yl)pyridin-2-yl)methyl)-3-fluoro-N-(3-fluorophenyl)-1-(3-methylbutanoyl)azetidine-3-carboxamide FC(C1=NN=C(O1)C=1C=CC(=NC1)CN(C(=O)C1(CN(C1)C(CC(C)C)=O)F)C1=CC(=CC=C1)F)F